N1C(=CC2=C1C=CC=C2)C2=CC(=C(C#N)C(=C2)N2C1=CC=C(C=C1C=1C=C(C=CC21)C)C)N2C1=CC=C(C=C1C=1C=C(C=CC21)C)C 4-(benzo[d]azol-2-yl)-2,6-bis(3,6-dimethyl-9H-carbazol-9-yl)benzonitrile